3-[1-oxo-5-(2-oxocyclohexyloxy)isoindolin-2-yl]Piperidine-2,6-dione O=C1N(CC2=CC(=CC=C12)OC1C(CCCC1)=O)C1C(NC(CC1)=O)=O